5-[[4-[(2,3-dimethyl-2H-indazol-6-yl)methylamino]pyrimidin-2-yl]amino]-2-Methylbenzenesulfonamide hydrochloride Cl.CN1N=C2C=C(C=CC2=C1C)CNC1=NC(=NC=C1)NC=1C=CC(=C(C1)S(=O)(=O)N)C